C(C)(C)(C)OC(=O)NCCS=C([C@H](CSCC1=CC=C(C=C1)OC)NC(=O)OC(C)(C)C)[O-] S-(2-((tert-butoxycarbonyl)amino)ethyl)-(S)-2-((tert-butoxycarbonyl)amino)-3-((4-methoxybenzyl)thio)propanethioate